N-(2-amino-5-cyclopropyl-4-methylphenyl)-N-methylmethanesulfonamide NC1=C(C=C(C(=C1)C)C1CC1)N(S(=O)(=O)C)C